C(CC(C)C)(=O)OOC(CC(C)C)=O di-isovaleryl peroxide